OC(C)(C)C=1C=NC=CC1OC 3-(2-hydroxypropan-2-yl)-4-methoxypyridine